FC(=O)OCCC propyl fluoro-formate